ClC=1C=C2CC(N(C2=CC1)CC(=O)NCCF)=O 2-(5-chloro-2-oxo-2,3-dihydro-1H-indol-1-yl)-N-(2-fluoroethyl)acetamide